BrC=1C=C(C=O)C=C(C1OC(CCBr)=O)OC 3-bromo-5-methoxy-4-((3-bromopropionyl)oxy)benzaldehyde